C(C)OC(=C)C=1N=C(N2C1C=NC(=C2)C)C(=O)OCC ethyl 1-(1-ethoxyvinyl)-6-methyl-imidazo[1,5-a]pyrazine-3-carboxylate